C1=NC(=CC2=CC=CC=C12)CNC1CC1 N-(isoquinolin-3-ylmethyl)cyclopropanamine